Cl.N[C@@H](C(=O)OC)CC1=C(C=CC=C1)F methyl (2R)-2-amino-3-(2-fluorophenyl)propanoate hydrochloride